COC1=CC=C(C(=O)OCC(=O)[O-])C=C1.[Na+] Sodium (4-Methoxybenzoyloxy)Acetate